BrC1=C(C=NN1CC1=CC=C(C=C1)OC)OC 5-Bromo-4-methoxy-1-(4-methoxybenzyl)-1H-pyrazole